ClC1=C(C=NC=2C3=C(C=CC12)OCO3)[N+](=O)[O-] 6-Chloro-7-nitro-[1,3]dioxolo[4,5-h]quinoline